4-(methoxymethyl)bicyclo[2.2.1]heptane-1-carbaldehyde COCC12CCC(CC1)(C2)C=O